C(C)(=O)N1CC=2N(CC1)N=C(C2C2=CC(=NC=C2)NC(C)=O)C2=CC=C(C=C2)F N-(4-(5-acetyl-2-(4-fluorophenyl)-4,5,6,7-tetrahydropyrazolo[1,5-a]pyrazin-3-yl)pyridin-2-yl)acetamide